4-(imidazo[1,2-a]pyridin-3-yl)-N-(5-(4-(methylsulfonyl)piperazin-1-yl)pyridin-2-yl)pyrimidin-2-amine N=1C=C(N2C1C=CC=C2)C2=NC(=NC=C2)NC2=NC=C(C=C2)N2CCN(CC2)S(=O)(=O)C